FC1=C(C(=CC(=C1)OC1CN(C1)CCCF)F)[C@H]1N([C@@H](CC2=C1NC1=CC=CC=C21)C)CC(C)S(=O)(=O)C (1R,3R)-1-(2,6-difluoro-4-((1-(3-fluoropropyl)azetidin-3-yl)oxy)phenyl)-3-methyl-2-(2-(methylsulfonyl)propyl)-2,3,4,9-tetrahydro-1H-pyrido[3,4-b]indole